C(C)OC(N(C1=CC=C(C=C1)C=1C=NC(=CC1)C(NCC=1C=NC=CC1)=O)C)=O N-methyl-N-[4-[6-(3-pyridylmethylcarbamoyl)-3-pyridinyl]phenyl]carbamic acid ethyl ester